11-Tricosenoic acid C(CCCCCCCCCC=CCCCCCCCCCCC)(=O)O